S(=O)(=O)(OS(=O)(=O)CCO)[O-] β-hydroxyethylsulfonyl sulfate